ethyl (2S)-2-[[(2S,5R)-2-(5-carbamoyl-1,3,4-oxadiazol-2-yl)-3-methyl-7-oxo-1,6-diazabicyclo[3.2.1]oct-3-en-6-yl] oxy]-2-fluoroacetate C(N)(=O)C1=NN=C(O1)[C@H]1N2C(N([C@H](C=C1C)C2)O[C@H](C(=O)OCC)F)=O